1-(3-chlorophenyl)-N-ethyl-7-oxo-6-(3-((1R,5R)-3-oxo-2-azabicyclo[3.1.0]hex-2-yl)phenyl)-4,5,6,7-tetrahydro-1H-pyrazolo[3,4-c]pyridine-3-carboxamide ClC=1C=C(C=CC1)N1N=C(C2=C1C(N(CC2)C2=CC(=CC=C2)N2[C@@H]1C[C@@H]1CC2=O)=O)C(=O)NCC